CC1(NC(OC1)=O)C 4,4-Dimethyloxazolidin-2-one